CON=C1C2=C(N=CN1)N(C=C2)[C@@H]2O[C@@H]([C@H]([C@H]2O)O)[C@H](O)C=2C=CC1=C(CCO1)C2 7-((2R,3R,4S,5R)-5-((R)-(2,3-dihydrobenzofuran-5-yl)(hydroxy)methyl)-3,4-dihydroxytetrahydrofuran-2-yl)-3,7-dihydro-4H-pyrrolo[2,3-d]pyrimidin-4-one O-methyl oxime